4-fluoro-1-(6-oxopiperidine-3-carbonyl)-N-{phenyl[4-(propan-2-yl)phenyl]methyl}pyrrolidine-2-carboxamide FC1CC(N(C1)C(=O)C1CNC(CC1)=O)C(=O)NC(C1=CC=C(C=C1)C(C)C)C1=CC=CC=C1